3-(7,8-dimethyl-6-((6-(oxetane-3-yl)-5,6,7,8-tetrahydro-1,6-naphthyridin-2-yl)methoxy)-[1,2,4]triazolo[4,3-b]pyridazin-3-yl)-5-methylisoxazole CC1=C(C=2N(N=C1OCC1=NC=3CCN(CC3C=C1)C1COC1)C(=NN2)C2=NOC(=C2)C)C